5-iodo-6-methyl-3-nitro-pyridine-2,4-diol IC=1C(=C(C(=NC1C)O)[N+](=O)[O-])O